C=CC=CCCCCCC(CCCCC)[Mg]Cl 10-pentadecdienyl-magnesium chloride